6-(trimethylstannanyl)pyridine C[Sn](C1=CC=CC=N1)(C)C